[N+](=O)([O-])C1=CC(=CC=C1C(=O)N)N 6-nitro-4-aminobenzamide